bis-(p-methoxyphenyl) ditelluride COC1=CC=C(C=C1)[Te][Te]C1=CC=C(C=C1)OC